4-methoxy-5-(3-(3-methoxybenzamido)propoxy)-2-nitrobenzoic acid methyl ester COC(C1=C(C=C(C(=C1)OCCCNC(C1=CC(=CC=C1)OC)=O)OC)[N+](=O)[O-])=O